C(C1=CC=CC=C1)OC(=O)C=1N(C=CC1C1=CCC(CC1)C(=O)OCC)S(NC(=O)OCC1=CC=CC=C1)(=O)=O 1-(benzyloxycarbonyl-sulfamoyl)-3-(4-ethoxycarbonyl-cyclohexen-1-yl)pyrrole-2-carboxylic acid benzyl ester